(1S,2S)-N-(6-(5-chloro-6-fluoro-7-(1-fluoroethyl)-1H-indazol-4-yl)imidazo[1,2-a]pyrazin-2-yl)-2-fluorocyclopropane-1-carboxamide ClC=1C(=C2C=NNC2=C(C1F)C(C)F)C=1N=CC=2N(C1)C=C(N2)NC(=O)[C@H]2[C@H](C2)F